3-(2-tert-Butyl-4-chloro-5-methyl-phenoxymethyl)-6-chloro-pyridazine C(C)(C)(C)C1=C(OCC=2N=NC(=CC2)Cl)C=C(C(=C1)Cl)C